C(C1=CC=CC=C1)OC=1C=CC2=C(C[C@H]3CCCN([C@@H]3C2)CCC)C1O[C@H]1[C@@H]([C@H]([C@@H]([C@H](O1)C(=O)O)OC(C(C)(C)C)=O)OC(C(C)(C)C)=O)OC(C(C)(C)C)=O (2S,3S,4S,5R,6S)-6-(((4aR,10aR)-7-(benzyloxy)-1-propyl-1,2,3,4,4a,5,10,10a-octahydrobenzo[g]quinolin-6-yl)oxy)-3,4,5-tris(pivaloyloxy)tetrahydro-2H-pyran-2-carboxylic acid